C(C1=CC=CC=C1)N([C@@H](CO)C(=O)O)C(=O)OCC1=CC=CC=C1 benzyl-N-benzyloxycarbonyl-L-serine